4-(3-amino-4-methyl-1H-indazol-5-yl)-N-((1S,2R)-2-hydroxycyclopentyl)-3-methylbenzenesulfonamide NC1=NNC2=CC=C(C(=C12)C)C1=C(C=C(C=C1)S(=O)(=O)N[C@@H]1[C@@H](CCC1)O)C